dimethacryloxyethyl-2,2,4-trimethylhexamethylenediurethane C(C(=C)C)(=O)OC(CN(C(=O)OCC)CCC(CC(CNC(=O)OCC)(C)C)C)OC(C(=C)C)=O